C(C1=CC=CC=C1)OC1=NC(=CC=C1N1C(N(C2=C1C=CC(=C2)C=2C(CNCC2)(F)F)C)=O)OCC2=CC=CC=C2 1-(2,6-bis(benzyloxy)pyridin-3-yl)-5-(3,3-difluoro-1,2,3,6-tetrahydropyridin-4-yl)-3-methyl-1H-benzo[d]imidazol-2(3H)-one